C(C)(=S)N thioethanamide